The molecule is an organic anion that is the conjugate base of ethanol. It has a role as a Saccharomyces cerevisiae metabolite and a human metabolite. It is a conjugate base of an ethanol. CC[O-]